ethyl 3-hydroxy-4-nitro-1,5,6,7-tetrahydro-s-indacene-2-carboxylate OC1=C(CC2=CC=3CCCC3C(=C12)[N+](=O)[O-])C(=O)OCC